3-fluoro-5-(morpholin-4-yl)benzene-1,2-diamine FC1=C(C(=CC(=C1)N1CCOCC1)N)N